2,4,6-triisobutyl-1,3,5-dithiazine C(C(C)C)C1SC(=NC(S1)CC(C)C)CC(C)C